pentafluorobutyl-amine FC(CCC(F)(F)F)(F)N